2,6-dichloro-4-(1,1,3,3-tetramethylbutyl)phenoxyacetate ClC1=C(OCC(=O)[O-])C(=CC(=C1)C(CC(C)(C)C)(C)C)Cl